2-((5-methoxypyridin-2-yl)methyl)-6-((1-(tetrahydro-2H-pyran-2-yl)-1H-pyrazol-4-yl)thio)phthalazin-1(2H)-one COC=1C=CC(=NC1)CN1C(C2=CC=C(C=C2C=N1)SC=1C=NN(C1)C1OCCCC1)=O